[2-(3,6-Dimethoxy-9H-carbazol-9-yl)ethyl]phosphonic Acid COC=1C=CC=2N(C3=CC=C(C=C3C2C1)OC)CCP(O)(O)=O